COC1=CC=C(C=C1)C=1N=C2N(C=CC3=C2N(C2=CC=CC=C32)CCCC3=CC=CC=C3)C1 2-(4-Methoxyphenyl)-11-(3-phenylpropyl)-11H-imidazo[1',2':1,2]pyrido[3,4-b]indole